O=C1C2=C(C=NN1COCC[Si](C)(C)C)N(C=C2C(F)(F)F)CC(=O)OCC ethyl 2-(4-oxo-3-(trifluoromethyl)-5-((2-(trimethylsilyl)ethoxy)methyl)-4,5-dihydro-1H-pyrrolo[2,3-d]pyridazin-1-yl)acetate